C(#N)C=1C=C(C=NC1)NC(OC[C@@H]1OC2=C(C3=C(N=C(S3)C3=C4N=CC(=NC4=CC(=C3)C)OC)C(=C2)Cl)OC1)=O (R)-(4-chloro-2-(2-methoxy-7-methylquinoxalin-5-yl)-7,8-dihydro-[1,4]dioxino[2',3':3,4]benzo[1,2-d]thiazol-7-yl)methyl (5-cyanopyridin-3-yl)carbamate